C(C)(C)(C)OC(NCCN1C(=NC(=C1)I)C1CC1)=O (2-(2-cyclopropyl-4-iodo-1H-imidazol-1-yl)ethyl)carbamic acid tert-butyl ester